sodium 2'-dicyclohexylphosphino-2,6-dimethoxy-1,1'-biphenyl-3-sulfonate C1(CCCCC1)P(C1=C(C=CC=C1)C1=C(C(=CC=C1OC)S(=O)(=O)[O-])OC)C1CCCCC1.[Na+]